COC(C1=CC=C(C=C1)C=1N=C(SC1)C1=NC2=C(C=CC=C2C(N1)C)Cl)=O 4-[2-(8-chloro-4-methyl-3,4-dihydroquinazolin-2-yl)thiazol-4-yl]benzoic acid methyl ester